Tert-butyl 3-{[(tert-butoxy) carbonyl] amino}-5-{[4-(trifluoromethyl) phenyl] methoxy}-1H-indole-1-carboxylate C(C)(C)(C)OC(=O)NC1=CN(C2=CC=C(C=C12)OCC1=CC=C(C=C1)C(F)(F)F)C(=O)OC(C)(C)C